COC=1C=2N(C=C(C1)C1=C(C(=NN1)C=1SC(=CN1)C1CCN(CC1)C1COC1)CC(F)(F)F)N=CN2 2-(5-(8-methoxy-[1,2,4]triazolo[1,5-a]pyridin-6-yl)-4-(2,2,2-trifluoroethyl)-1H-pyrazol-3-yl)-5-(1-(oxetan-3-yl)piperidin-4-yl)thiazole